OCC(C(CO)O)N1CCNCCNCCNCC1 1-(1-(hydroxymethyl)-2,3-dihydroxypropyl)-1,4,7,10-tetraazacyclododecane